N1C(=NCC1)COC=1C(=C(C=CC1)N(S(=O)(=O)C)C)CC(F)(F)F N-(3-((4,5-Dihydro-1H-imidazol-2-yl)methoxy)-2-(2,2,2-trifluoroethyl)phenyl)-N-methylmethanesulfonamide